(1R,2R)-N-[7-chloro-6-(4-cyano-1-piperidyl)-3-isoquinolyl]-2-pyrimidin-5-yl-cyclopropanecarboxamide ClC1=C(C=C2C=C(N=CC2=C1)NC(=O)[C@H]1[C@@H](C1)C=1C=NC=NC1)N1CCC(CC1)C#N